N-(2-(3-(3,3-Difluoroazetidin-1-yl)propoxy)-5-(3'-methyl-2'-oxo-2',3'-dihydrospiro[cyclobutane-1,1'-pyrrolo[2,3-c]quinolin]-8'-yl)pyridin-3-yl)methanesulfonamide formate C(=O)O.FC1(CN(C1)CCCOC1=NC=C(C=C1NS(=O)(=O)C)C1=CC=2C3=C(C=NC2C=C1)N(C(C31CCC1)=O)C)F